(E)-3-[3-[2-Hydroxy-3-(4-phenylpiperazin-1-yl)propoxy]phenyl]-1-phenylprop-2-en-1-one OC(COC=1C=C(C=CC1)/C=C/C(=O)C1=CC=CC=C1)CN1CCN(CC1)C1=CC=CC=C1